CC(CCC(N)C)N 1,4-dimethyl-1,4-diaminobutane